3-((3-((4-(1-(4-((9-cyclopentyl-8-(phenylamino)-9H-purin-2-yl)amino)phenyl)piperidin-4-yl)piperazin-1-yl)methyl)phenyl)amino)piperidine-2,6-dione C1(CCCC1)N1C2=NC(=NC=C2N=C1NC1=CC=CC=C1)NC1=CC=C(C=C1)N1CCC(CC1)N1CCN(CC1)CC=1C=C(C=CC1)NC1C(NC(CC1)=O)=O